N-(Cyclopropylmethyl)-6-{4-[1-(propan-2-yl)piperidin-4-yl]-1,4-diazepan-1-yl}pyridine-2-carboxamide C1(CC1)CNC(=O)C1=NC(=CC=C1)N1CCN(CCC1)C1CCN(CC1)C(C)C